6-(3,3,3-trifluoro-propoxy)-hexanoic acid FC(CCOCCCCCC(=O)O)(F)F